2,6-bis(3-sulfanylpropionylamino)hexanoamide formate C(=O)O.SCCC(=O)NC(C(=O)N)CCCCNC(CCS)=O